5-((3-bromo-2-chlorobenzyl)oxy)-6-methylpyrazine-2-carboxylic acid methyl ester COC(=O)C1=NC(=C(N=C1)OCC1=C(C(=CC=C1)Br)Cl)C